CS(=O)(=NC1=CC=C(C=C1)C1=NOC(=N1)C(F)(F)F)C1=CC=NC=C1 methyl(pyridin-4-yl)((4-(5-(trifluoromethyl)-1,2,4-oxadiazol-3-yl)phenyl)imino)-λ6-sulfanone